5-Bromo-6-(3-bromo-1-(3-chloropyridin-2-yl)-1H-pyrazol-5-carboxamido)-N-(cyclopropylmethyl)pyrazolo[1,5-a]pyridin-7-carboxamid BrC1=CC=2N(C(=C1NC(=O)C1=CC(=NN1C1=NC=CC=C1Cl)Br)C(=O)NCC1CC1)N=CC2